cis-2-((4-(5,6-diphenyl-pyrazin-2-yl)methylaminocyclohexyl)oxy)acetic acid C1(=CC=CC=C1)C=1N=CC(=NC1C1=CC=CC=C1)CN[C@H]1CC[C@H](CC1)OCC(=O)O